NC1(COC1)CNC1=NC(=NC=C1OC)N1CCS(C2=C(C1)C=CC=C2)(=O)=O 4-(4-(((3-aminooxetan-3-yl)methyl)amino)-5-methoxypyrimidin-2-yl)-2,3,4,5-tetrahydrobenzo[f][1,4]thiazepine-1,1-Dioxide